methyl 1-(1,1-thiazetidin-3-yl)-3-methylindazole-5-carboxylate N1CC(C1)N1N=C(C2=CC(=CC=C12)C(=O)OC)C